CN1CNCCC1 hexahydromethylpyrimidine